5-[(4-{[(1S)-2-hydroxy-1-phenylethyl]amino}-5-{5-[1-(trifluoromethyl)cyclopropyl]-1,3,4-oxadiazol-2-yl}pyrimidin-2-yl)amino]-3,3-dimethyl-1,3-dihydro-2-benzofuran-1-one OC[C@H](C1=CC=CC=C1)NC1=NC(=NC=C1C=1OC(=NN1)C1(CC1)C(F)(F)F)NC1=CC2=C(C(OC2(C)C)=O)C=C1